BrC=1C=2C(N=C3N(C2C=CC1)C1=CC(=CC=C1C3(C)C)N3CCN(CC3)CC3=NC=C(C=N3)N3CCC(CC3)C3=CC(=C(C(=C3)F)C3C(NC(CC3)=O)=O)F)=O 3-(4-(1-(2-((4-(4-bromo-7,7-dimethyl-5-oxo-5,7-dihydroindolo[1,2-a]quinazolin-10-yl)piperazin-1-yl)methyl)pyrimidin-5-yl)piperidin-4-yl)-2,6-difluorophenyl)piperidine-2,6-dione